tert-butyl 2-((3-bromo-2-chlorophenyl-4,5,6-d3)carbamoyl)-1-methyl-1,4,6,7-tetrahydro-5H-imidazo[4,5-c]pyridine-5-carboxylate BrC=1C(=C(C(=C(C1[2H])[2H])[2H])NC(=O)C=1N(C2=C(CN(CC2)C(=O)OC(C)(C)C)N1)C)Cl